nickel-vanadium-selenide [Se-2].[V+5].[Ni+2]